ClC=1C(=NC(=NC1)NC1=C(C=C(C=C1)N1C[C@@H](CC1)N(C)C)OC(F)F)NC1=C(SC=C1)C(=O)N (R)-3-((5-chloro-2-((2-(difluoromethoxy)-4-(3-(dimethylamino)pyrrolidin-1-yl)phenyl)amino)pyrimidin-4-yl)amino)thiophene-2-carboxamide